NC1=NC=CC=C1C1(CC1)N1CCOC=2C=3C1=NC=NC3C=C(C2Cl)C2=C(C(=CC(=N2)N)C)C(F)(F)F 6-(4-(1-(2-aminopyridin-3-yl)cyclopropyl)-8-chloro-5,6-dihydro-4H-[1,4]oxazepino[5,6,7-de]quinazolin-9-yl)-4-methyl-5-(trifluoromethyl)pyridin-2-amine